N-(5-fluoro-1H-indol-3-yl)-5-(4-trifluoromethoxyphenyl)isoindoline-2-carboxamide FC=1C=C2C(=CNC2=CC1)NC(=O)N1CC2=CC=C(C=C2C1)C1=CC=C(C=C1)OC(F)(F)F